CC1(OB(OC1(C)C)C=1OC=CC1C)C 4,4,5,5-tetramethyl-2-(3-methylfuran-2-yl)-1,3,2-dioxaborolan